ethyl(9H-fluoren-9-ylmethoxycarbonyl)amino-4-oxo-4-piperidin-1-ylbutanoic acid C(C)C(C(=O)O)(CC(N1CCCCC1)=O)NC(=O)OCC1C2=CC=CC=C2C=2C=CC=CC12